BrC1=CC=C(C=C1)C(C#N)(CCO)CCO 2-(4-bromophenyl)-4-hydroxy-2-(2-hydroxyethyl)butanenitrile